ClC1=CC=C(C=C1)C(C(C1=CC=CC=C1)C1=CC(=C(C(=C1)C(C)(C)C)O)C(C)(C)C)=O 1-(4-chlorophenyl)-2-(3,5-di-tert-butyl-4-hydroxyphenyl)-2-phenylethan-1-one